FC(C(=O)O)(F)F.C1NCC12CC(C2)N2CCC(CC2)C2=CC(=C(C(=O)N(C)C)C=C2)Cl 4-(1-(2-azaspiro[3.3]heptan-6-yl)piperidin-4-yl)-2-chloro-N,N-dimethylbenzamide, 2,2,2-trifluoroacetate salt